tert-Butyl 4-[(3-amino-5-bromopyridin-2-yl)ethynyl]piperidine-1-carboxylate NC=1C(=NC=C(C1)Br)C#CC1CCN(CC1)C(=O)OC(C)(C)C